ClC1=NC2=CC(=NC=C2C=C1)CNC(C1=CC(=CC=C1)S(=O)(=N)C(F)F)=O N-((2-chloro-1,6-naphthyridin-7-yl)methyl)-3-(S-(difluoromethyl)sulfonimidoyl)benzamide